3-(1-cyano-1-methyl-ethyl)-N-[1-[3-(5-cyclopropylpyrimidin-2-yl)pyrazin-2-yl]ethyl]-5-(trifluoromethyl)benzamide C(#N)C(C)(C)C=1C=C(C(=O)NC(C)C2=NC=CN=C2C2=NC=C(C=N2)C2CC2)C=C(C1)C(F)(F)F